3-amino-3-[(1-oxo-1-propoxybutan-2-yl)carbamoyl]propionic acid NC(CC(=O)O)C(NC(C(OCCC)=O)CC)=O